C(C)N[Si](O[Si](C)(C)C)(O[Si](C)(C)C)O[Si](C)(C)C 3-ethylamino-3-(trimethylsiloxy)-1,1,1,5,5,5-hexamethyltrisiloxane